3-((1-(4-(2-(2-Aminopyridin-3-yl)-5-phenyl-3H-imidazo[4,5-b]pyridin-3-yl)benzyl)azepan-3-yl)amino)-4-methoxycyclobut-3-ene-1,2-dione NC1=NC=CC=C1C1=NC=2C(=NC(=CC2)C2=CC=CC=C2)N1C1=CC=C(CN2CC(CCCC2)NC=2C(C(C2OC)=O)=O)C=C1